((6-(Difluoromethoxy)-2-(2,2'-dimethyl-3'-(4-(pyrrolidin-1-yl)piperidin-1-yl)-[1,1'-biphenyl]-3-yl)benzo[d]oxazol-5-yl)methyl)-L-proline FC(OC1=CC2=C(N=C(O2)C=2C(=C(C=CC2)C2=C(C(=CC=C2)N2CCC(CC2)N2CCCC2)C)C)C=C1CN1[C@@H](CCC1)C(=O)O)F